Tert-butyl N-(5-bromopyrimidin-2-yl)-N-methyl-carbamate BrC=1C=NC(=NC1)N(C(OC(C)(C)C)=O)C